[phenyl(phenylpyridinyl)triazinyl](phenyldibenzoselenophenyl)pyridine C1(=CC=CC=C1)C1=C(C(=NN=N1)C=1C(=NC=CC1)C1=C(C=CC=2[Se]C3=C(C21)C=CC=C3)C3=CC=CC=C3)C3=NC=CC=C3C3=CC=CC=C3